Cl.Cl.Cl.C(CC)(=O)O propanoic acid trihydrochloride salt